2-fluoro-1-(trans-3-((5-fluoropyrimidin-2-yl)amino)-4-((4-(trifluoromethyl)benzyl)oxy)pyrrolidin-1-yl)prop-2-en-1-one FC(C(=O)N1C[C@H]([C@@H](C1)OCC1=CC=C(C=C1)C(F)(F)F)NC1=NC=C(C=N1)F)=C